5-bromo-1-(tert-butyl)-1H-imidazole BrC1=CN=CN1C(C)(C)C